CCCCCCCC/C=C\CCCCCCCC(=O)O[C@H](COC(=O)CCCCC/C=C\C/C=C\C/C=C\C/C=C\CCCCC)COP(=O)(O)OC[C@H](CO)O 1-(7Z,10Z,13Z,16Z-docosatetraenoyl)-2-(9Z-octadecenoyl)-glycero-3-phospho-(1'-sn-glycerol)